tert-butyl 5-(2-(2-(trifluoromethyl) pyridin-3-yl) prop-1-en-1-yl)-3,6-dihydropyridine-1(2H)-carboxylate FC(C1=NC=CC=C1C(=CC1=CCCN(C1)C(=O)OC(C)(C)C)C)(F)F